CN(C=1OC2=C(N1)C=CC(=C2)N2C=C(C(C=C2C2=CC=C(C=C2)N2CCCC2)=O)C(=O)O)C 1-(2-(Dimethylamino)benzo[d]oxazol-6-yl)-4-oxo-6-(4-(pyrrolidin-1-yl)phenyl)-1,4-Dihydropyridine-3-carboxylic acid